5-bromo-1-ethyl-3-(2-(trifluoromethyl)benzyl)quinazoline-2,4(1h,3h)-dione BrC1=C2C(N(C(N(C2=CC=C1)CC)=O)CC1=C(C=CC=C1)C(F)(F)F)=O